FC(C1=C(C=CC(=C1)F)C[C@@]1(N(C[C@H](NC1)C)C1=CC(=NC=2C=CC(N(C12)C)=O)C#N)C)F (2S,5R)-4-{[2-(difluoromethyl)-4-fluorophenyl]methyl-2,5-dimethylpiperazin-1-yl}-5-methyl-6-oxo-5,6-dihydro-1,5-naphthyridine-2-carbonitrile